2,6-bis(difluoromethoxy)-5-fluoro-pyridin-3-amine FC(OC1=NC(=C(C=C1N)F)OC(F)F)F